ClC1=C(C(=CC(=C1)Cl)Cl)S(=O)(=O)Cl 2,4,6-trichlorobenzenesulfonyl chloride